ethyl 2-(3-(2-(benzyloxy) ethoxy)-4-methoxyphenyl)-3-oxobutanoate C(C1=CC=CC=C1)OCCOC=1C=C(C=CC1OC)C(C(=O)OCC)C(C)=O